ClC1=CC(=C(OCC2=CC=CC(=N2)C2=CC(=C(C=3CCOC32)CC3=NC2=C(N3C[C@H]3OCC3)C=C(C=C2OC)C(=O)O)F)C=C1)F (S)-2-((7-(6-((4-chloro-2-fluorophenoxy)methyl)pyridin-2-yl)-5-fluoro-2,3-dihydrobenzofuran-4-yl)methyl)-4-methoxy-1-(oxetane-2-ylmethyl)-1H-benzo[d]imidazole-6-carboxylic acid